N-((3-methoxypyridin-2-yl)methyl)-2-(2-((2-(5-phenyl-1H-benzo[d]imidazol-2-yl)ethyl)amino)ethyl)oxazole COC=1C(=NC=CC1)CN1C(OC=C1)CCNCCC1=NC2=C(N1)C=CC(=C2)C2=CC=CC=C2